tert-butyl-(1-(4-chlorophenyl)-2-(2,6-dibromophenoxy)ethoxy)dimethylsilane tert-butyl-(S)-2-(4-(5-methyl-1H-pyrazol-4-yl)indoline-1-carbonyl)pyrrolidine-1-carboxylate C(C)(C)(C)OC(=O)N1[C@@H](CCC1)C(=O)N1CCC2=C(C=CC=C12)C=1C=NNC1C.C(C)(C)(C)[Si](C)(C)OC(COC1=C(C=CC=C1Br)Br)C1=CC=C(C=C1)Cl